ClC1=CC=C(CN2C(C3=C(C=4C=CC=CC24)CNC3)=O)C=C1 5-(4-chlorobenzyl)-1,2,3,5-tetrahydro-4H-pyrrolo[3,4-c]quinoline-4-one